3-{4-[(3S)-3-amino-3-methylpyrrolidin-1-yl]-5-{7-methyl-1H-imidazo[4,5-b]pyridin-2-yl}pyridin-3-yl}-5-fluorobenzonitrile N[C@@]1(CN(CC1)C1=C(C=NC=C1C=1NC=2C(=NC=CC2C)N1)C=1C=C(C#N)C=C(C1)F)C